C(C)(C)C1CCN(CC1)C1=NC=C(C=N1)NC1=C(C=C(CNC(=O)C2CNC(C2)=O)C=C1)C N-(4-((2-(4-isopropylpiperidin-1-yl)pyrimidin-5-yl)amino)-3-methylbenzyl)-5-oxopyrrolidine-3-carboxamide